CC=1C=C2CCNC2=CC1 5-methylindoline